tert-butyl 8-((6-(4-fluorophenyl)-4-(((R)-1-(2-(trifluoromethyl) pyrimidin-5-yl) ethyl) amino) quinazolin-8-yl) oxy)-5-azaspiro[3.5]nonane-5-carboxylate FC1=CC=C(C=C1)C=1C=C2C(=NC=NC2=C(C1)OC1CCN(C2(CCC2)C1)C(=O)OC(C)(C)C)N[C@H](C)C=1C=NC(=NC1)C(F)(F)F